COC=1C=CC=C(C1C(=O)O)O 6-Methoxysalicylic acid